FC1=CC=C(C=C1)C1CN2C(N=C(C3=CC(=C(C(=C23)SC1)C1=CC=C(C=C1)F)C(F)(F)F)N1C[C@@H](N([C@@H](C1)C)C(=O)OC(C)(C)C)C)=O tert-butyl (2S,6R)-4-(3,11-bis(4-fluorophenyl)-6-oxo-10-(trifluoromethyl)-3,4-dihydro-2H,6H-[1,4]thiazepino[2,3,4-ij]quinazolin-8-yl)-2,6-dimethylpiperazine-1-carboxylate